C1(CC1)N(C1=NC=NC(=C1F)NCC1=CC=C(C=C1)CC1=NN=NN1)CC1=CC=C(C=C1)N1N=CC=C1 N4-cyclopropyl-5-fluoro-N4-[(4-pyrazol-1-ylphenyl)methyl]-N6-[[4-(1H-tetrazol-5-ylmethyl)phenyl]methyl]pyrimidine-4,6-diamine